C(C)NC([O-])=O N-ethyl-carbamate